6-(4-fluorophenyl)-4-(1-methyl-1H-pyrazol-3-yl)-2-oxo-1,2-dihydropyridine-3-carbonitrile FC1=CC=C(C=C1)C1=CC(=C(C(N1)=O)C#N)C1=NN(C=C1)C